4-(2-fluoro-6-methoxyphenyl)-N-(5-((5-(hydroxymethyl)pyridin-2-yl)methoxy)-1,3,4-thiadiazol-2-yl)-6-methylnicotinamide FC1=C(C(=CC=C1)OC)C1=CC(=NC=C1C(=O)NC=1SC(=NN1)OCC1=NC=C(C=C1)CO)C